N=1C=CN2C1C=CC(=C2)C=2C=CC(=NC2)S(=O)(=O)N2CCC(CC2)NC2=CC=C(C=C2)S(F)(F)(F)(F)F 1-[(5-{imidazo[1,2-a]pyridin-6-yl}pyridin-2-yl)sulfonyl]-N-[4-(pentafluoro-λ6-sulfanyl)phenyl]piperidin-4-amine